[4,4-diethyl-6-oxo-1-[(1R)-1-[3-[[(4R)-spiro[chromane-2,1'-cyclobutane]-4-yl]carbamoyl]phenyl]pent-4-ynyl]hexahydropyrimidin-2-ylidene]ammonium C(C)C1(NC(N(C(C1)=O)[C@H](CCC#C)C1=CC(=CC=C1)C(N[C@@H]1CC2(CCC2)OC2=CC=CC=C12)=O)=[NH2+])CC